2-(cyclohexylmethyl)-N-(2-hydroxypyridin-4-yl)-4-(trifluoromethyl)indazole-3-carboxamide C1(CCCCC1)CN1N=C2C=CC=C(C2=C1C(=O)NC1=CC(=NC=C1)O)C(F)(F)F